nitrooleic acid CCCCCCCC/C=C(\CCCCCCCC(=O)O)/[N+](=O)[O-]